C(CCCCCCCCCCCCCCCCCCC)(=O)OCCCCCCCCCCCCCCCCCCCC n-eicosyl eicosanoate